C1(CCC2=CC=CC=C12)NC(\C=C\C1=CC=C2C=NNC2=C1F)=O (E)-N-(2,3-dihydro-1H-inden-1-yl)-3-(7-fluoro-1H-indazol-6-yl)acrylamide